vitamin C phosphate sodium [Na+].P(=O)([O-])([O-])[O-].OC=1[C@H](OC(C1O)=O)[C@H](CO)O.[Na+].[Na+]